C(C)OC(C)=O.C(CCCCCCC\C=C/CCCCCCCC)(=O)O oleic acid ethyl-acetate